4-bromo-2-(2,6-dioxopiperidin-3-yl)-5-((4-(1-isopropyl-6-((2-(4-methoxypiperidine-1-yl)pyrimidin-4-yl)amino)-1H-pyrazolo[4,3-c]pyridin-3-yl)piperazin-1-yl)methyl)isoindoline BrC1=C2CN(CC2=CC=C1CN1CCN(CC1)C1=NN(C2=C1C=NC(=C2)NC2=NC(=NC=C2)N2CCC(CC2)OC)C(C)C)C2C(NC(CC2)=O)=O